6-(4-(diphenylamino)phenyl)-N,N-Diphenylpyrene-1-amine C1(=CC=CC=C1)N(C1=CC=C(C=C1)C1=C2C=CC3=CC=C(C4=CC=C(C=C1)C2=C43)N(C4=CC=CC=C4)C4=CC=CC=C4)C4=CC=CC=C4